3-cyclopropyl-7-(methanesulfonamido)-N-(2-methylpropyl)-8,9-dihydro-7H-cyclopenta[h]isoquinoline-5-sulfonamide C1(CC1)C=1N=CC=2C3=C(C=C(C2C1)S(=O)(=O)NCC(C)C)C(CC3)NS(=O)(=O)C